4-[(2-oxo-1,3-dioxolan-4-yl)methoxy]butyl acrylate C(C=C)(=O)OCCCCOCC1OC(OC1)=O